2-(1-methyl-1H-pyrazol-4-yl)benzonitrile CN1N=CC(=C1)C1=C(C#N)C=CC=C1